FC=1C(=NC=C2C(=C(C=NC12)[N+](=O)[O-])N1[C@@H]2CCN([C@@H]2C1)C(=O)OC(C)(C)C)C1=CC=CC2=CC=C(C(=C12)C#C[Si](C(C)C)(C(C)C)C(C)C)F tert-butyl (1R,5R)-6-(8-fluoro-7-(7-fluoro-8-((triisopropylsilyl)ethynyl)naphthalen-1-yl)-3-nitro-1,6-naphthyridin-4-yl)-2,6-diazabicyclo[3.2.0]heptane-2-carboxylate